3-p-Coumaroylquinic acid C1[C@H]([C@@H]([C@@H](C[C@]1(C(=O)O)O)OC(=O)/C=C/C2=CC=C(C=C2)O)O)O